(1R,3S,4R)-N-((S)-1-cyano-2-((S)-2-oxopyrrolidin-3-yl)ethyl)-5,5-difluoro-2-(9-hydroxy-9H-fluorene-9-carbonyl)-2-azabicyclo[2.2.2]octane-3-carboxamide C(#N)[C@H](C[C@H]1C(NCC1)=O)NC(=O)[C@H]1N([C@H]2CC([C@@H]1CC2)(F)F)C(=O)C2(C1=CC=CC=C1C=1C=CC=CC21)O